1-(tert-butyl)-N-(2-((4-(1,3-dimethyl-2-oxo-1,2,3,4-tetrahydroquinazolin-7-yl)thiazol-2-yl)amino)-2-oxoethyl)-1H-pyrrole-3-carboxamide C(C)(C)(C)N1C=C(C=C1)C(=O)NCC(=O)NC=1SC=C(N1)C1=CC=C2CN(C(N(C2=C1)C)=O)C